O.[OH-].[Li+].ClC1=CC(=C(C(=N1)C#N)NC(C)=O)C N-(6-chloro-2-cyano-4-methyl-3-pyridyl)acetamide Lithium hydroxide monohydrate